NC1=CC=NN1C1=NN=C(S1)NC(=O)C1=CC(=C(C(O1)=O)O[C@@H]1[C@H](CCC1)O)C1=C(C=CC=C1OC)OC N-(5-(5-amino-1H-pyrazol-1-yl)-1,3,4-thiadiazol-2-yl)-4-(2,6-dimethoxyphenyl)-3-(((1S,2S)-2-hydroxycyclopentyl)oxy)-2-oxo-2H-pyran-6-carboxamide